1-(3-Fluoropropyl)azetidin-3-amine Tert-butyl-(1-(3-fluoropropyl)azetidin-3-yl)carbamate C(C)(C)(C)N(C(O)=O)C1CN(C1)CCCF.FCCCN1CC(C1)N